FC(C1=CC=C(CC=2C(=NC(=NC2)N)N)C=C1)(F)F (4-(trifluoromethyl)benzyl)pyrimidine-2,4-diamine